O1C2=C(NCC1)N=CC=C2 3,4-dihydro-pyrido[3,2-b][1,4]oxazine